ClC1=CC=C(C=C1)C1CCN(CCC1)C(=O)OC(C)(C)C tert-butyl 4-(4-chlorophenyl)azepane-1-carboxylate